(3-phenyl-2,3-dihydro-1-benzofuran-6-yl)carbamic acid tert-butyl ester C(C)(C)(C)OC(NC1=CC2=C(C(CO2)C2=CC=CC=C2)C=C1)=O